2,3-bis(2-methoxy-4-nitro-5-sulfophenyl)-2h-tetrazole-5-carboxamide COC1=C(C=C(C(=C1)[N+](=O)[O-])S(=O)(=O)O)N1NC(=NN1C1=C(C=C(C(=C1)S(=O)(=O)O)[N+](=O)[O-])OC)C(=O)N